FC1=CC=2C=3N(C=NC2C=C1)N=C(N3)C=3C=NN(C3)C 9-fluoro-2-(1-methyl-1H-pyrazol-4-yl)[1,2,4]triazolo[1,5-c]quinazolin